2-[(3-fluorobicyclo[1.1.1]pentane-1-carbonyl)amino]pyridine-3-carboxamide FC12CC(C1)(C2)C(=O)NC2=NC=CC=C2C(=O)N